2-cyclopropyl-5-[4-[4-(2,4-difluorophenyl)-6,7-dimethyl-pteridin-2-yl]-3,6-dihydro-2H-pyran-6-yl]oxazole C1(CC1)C=1OC(=CN1)C1C=C(CCO1)C1=NC2=NC(=C(N=C2C(=N1)C1=C(C=C(C=C1)F)F)C)C